methyl 3-fluoro-4-[1-isopropyl-4-(trifluoromethyl)imidazol-2-yl]-2-methoxybenzoate FC=1C(=C(C(=O)OC)C=CC1C=1N(C=C(N1)C(F)(F)F)C(C)C)OC